O=C[C@H](O)[C@@H]1[C@@H](O)[C@H](O)CO1 3,6-anhydro-D-galactose